N-{5-[3-cyclopropylamino-5-(4-methylpiperazin-1-yl)phenyl]pyridin-2-yl}-2-methylpyrimidine-5-carboxamide C1(CC1)NC=1C=C(C=C(C1)N1CCN(CC1)C)C=1C=CC(=NC1)NC(=O)C=1C=NC(=NC1)C